C1(CC1)N1CCC(CC1)C#C 1-cyclopropyl-4-ethynyl-piperidine